propane-diol acetate C(C)(=O)OC(CC)O